8-amino-7-chloro-3,4-dihydroisoquinoline-2(1H)-carboxylic acid tert-butyl ester C(C)(C)(C)OC(=O)N1CC2=C(C(=CC=C2CC1)Cl)N